C1(CCCC1)NC(O[C@H]1C[C@H](CC1)C=1NN=C(C1)NC(COC1=C(C(=CC=C1)O)C=O)=O)=O (1R,3S)-3-{5-[2-(2-formyl-3-hydroxyphenoxy)acetamido]-2H-pyrazol-3-yl}cyclopentyl N-cyclopentylcarbamate